Cl.Cl.N1N=CC(=C1)C1=CC=C(C=C1)NC(C(CN)OC1=CC=CC=C1)=O N-(4-(1H-pyrazol-4-yl)phenyl)-3-amino-2-phenoxypropanamide dihydrochloride